NC=1C(=CC2=CC3=C(OC(O3)(C3=CC=C(C=C3)F)CC)C=C2C1)C(C)(C)O 2-(7-amino-2-ethyl-2-(4-fluorophenyl)-naphtho[2,3-d][1,3]dioxolan-6-yl)propan-2-ol